(1R,5R)-6-[6-[(8-fluoro-2-methyl-imidazo[1,2-a]pyridin-6-yl)carbamoyl]thieno[2,3-b]pyrazin-3-yl]-3,6-diazabicyclo[3.2.0]heptane-3-carboxylic acid tert-butyl ester C(C)(C)(C)OC(=O)N1C[C@H]2CN([C@H]2C1)C1=CN=C2C(=N1)SC(=C2)C(NC=2C=C(C=1N(C2)C=C(N1)C)F)=O